2-[[(1R)-1-[6-Methyl-4-oxo-2-phenyl-3-(trifluoromethyl)-chromen-8-yl]ethyl]amino]benzoic acid CC=1C=C2C(C(=C(OC2=C(C1)[C@@H](C)NC1=C(C(=O)O)C=CC=C1)C1=CC=CC=C1)C(F)(F)F)=O